C(CCCCCCC\C=C/CCCCCCCC)OCCCCCCCC\C=C/CCCCCCCC dioleyl ether